N-(4-(4-amino-7-methyl-5-(4-(pyrrolidine-1-carbonyl)phenyl)-7H-pyrrolo[2,3-d]pyrimidin-6-yl)-3-methylphenyl)methacrylamide NC=1C2=C(N=CN1)N(C(=C2C2=CC=C(C=C2)C(=O)N2CCCC2)C2=C(C=C(C=C2)NC(C(=C)C)=O)C)C